C(#N)C(C(=O)[O-])C#N biscyanoacetate